CC=1C=C2C(N(C(=NC2=C(C1)C(C)NC1=C(C(=O)O)C=CC=C1)N1CCOCC1)CC1COCC1)=O 2-[1-[6-methyl-2-morpholino-4-oxo-3-(tetrahydrofuran-3-ylmethyl)quinazolin-8-yl]ethylamino]benzoic acid